3-chloro-5-fluoro-1,2-benzothiazole 1,1-dioxide ClC1=NS(C2=C1C=C(C=C2)F)(=O)=O